(R)-4-(7-(cyclopropynyl)-2-(1H-pyrrolo[2,3-b]pyridin-4-yl)thieno[3,2-d]pyrimidin-4-yl)-3-methylmorpholine C1(C#C1)C1=CSC2=C1N=C(N=C2N2[C@@H](COCC2)C)C2=C1C(=NC=C2)NC=C1